7-bromo-3,4-dihydro-spiro[benzo[b][1,4]oxazine-2,1'-cyclopropane] BrC=1C=CC2=C(OC3(CC3)CN2)C1